N-(5-(N-(2-(difluoromethyl)phenyl)sulfamoyl)-6-methoxypyridin-3-yl)-2-phenyloxazole-5-carboxamide FC(C1=C(C=CC=C1)NS(=O)(=O)C=1C=C(C=NC1OC)NC(=O)C1=CN=C(O1)C1=CC=CC=C1)F